NCCCOCCCCOCCCN 1,4-bis-(3-aminopropoxy)butane